C[C@]1(CC2(CC2=O)CCC1)CN1N=C2C=NC=CC2=C1 (((5S)-5-methyl-1-oxospiro[2.5]oct-5-yl)methyl)-2H-pyrazolo[3,4-c]pyridine